N-tert-butyl-7-methoxy-N-methyl-8-(5-oxo-2,5-dihydro-1H-pyrazol-3-yl)-1-(thiophen-3-yl)-1,4-dihydrobenzopyrano[4,3-c]pyrazole-3-carboxamide C(C)(C)(C)N(C(=O)C=1C2=C(N(N1)C1=CSC=C1)C1=C(OC2)C=C(C(=C1)C=1NNC(C1)=O)OC)C